2-Methoxy-4-(3-methoxy-phenyl)-5H-indeno[1,2-b]pyridine-3-carbonitrile COC1=C(C(=C2C(=N1)C1=CC=CC=C1C2)C2=CC(=CC=C2)OC)C#N